3-fluoro-3-[5-(3,5-dichlorophenyl)-5-(trifluoromethyl)-4H-isoxazol-3-yl]-2-methyl-N-(1-oxothietan-3-yl)benzamide FC1(C(C(C(=O)NC2CS(C2)=O)=CC=C1)C)C1=NOC(C1)(C(F)(F)F)C1=CC(=CC(=C1)Cl)Cl